NCC=1C=CC(=C(C(=O)OC)C1)Cl Methyl 5-(aminomethyl)-2-chlorobenzoate